(R)-N-(1-(3-(difluoromethyl)-2-fluorophenyl)ethyl)-6-methoxy-2-methyl-7-(pyrrolidin-1-yl)quinazolin-4-amine FC(C=1C(=C(C=CC1)[C@@H](C)NC1=NC(=NC2=CC(=C(C=C12)OC)N1CCCC1)C)F)F